(R)-N-methyl-5-(3-methyl-4-((4-methyl-2-oxo-3-(trifluoromethyl)-1,2-dihydro-1,6-naphthyridin-7-yl)methyl)piperazin-1-yl)picolinamide CNC(C1=NC=C(C=C1)N1C[C@H](N(CC1)CC1=NC=C2C(=C(C(NC2=C1)=O)C(F)(F)F)C)C)=O